chromium oxide (chromite) [Cr](=O)([O-])[O-].[O-2].[Cr+4]